(1RS,3SR)-5'-bromo-4'-chloro-3-methyl-1',2'-dihydrospiro[cyclopentane-1,3'-pyrrolo[2,3-b]pyridine]-3-carboxamide BrC=1C(=C2C(=NC1)NC[C@]21C[C@](CC1)(C(=O)N)C)Cl |r|